tert-butyl (3R,4R)-3-{[(2S)-1-(benzyloxy)-3-methyl-1-oxobutan-2-yl](methyl)carbamoyl}-4-(hydroxymethyl)pyrrolidine-1-carboxylate C(C1=CC=CC=C1)OC([C@H](C(C)C)N(C(=O)[C@H]1CN(C[C@@H]1CO)C(=O)OC(C)(C)C)C)=O